5-(((2-(2,6-dioxopiperidin-3-yl)-6-fluoro-1-oxoisoindolin-4-yl)oxy)methyl)pyridine O=C1NC(CCC1N1C(C2=CC(=CC(=C2C1)OCC=1C=CC=NC1)F)=O)=O